ClC=1N=CC2=C(N1)N(C(=C2)C(=O)N(CC)CC)C2CCCC2 2-chloro-7-cyclopentyl-N,N-diethyl-7H-pyrrolo[2,3-d]pyrimidine-6-carboxamide